NC1=C(C=C(C=N1)NC(C(=O)N1[C@@H](CC[C@@H](C1)C)C=1C=C2C=NNC2=CC1)=O)C N-(6-amino-5-methyl-3-pyridyl)-2-[(2S,5S)-2-(1H-indazol-5-yl)-5-methyl-1-piperidyl]-2-oxo-acetamide